2-[(1E)-2-(1-cyano-1-methylethyl)diazen-1-yl]-2-methylpropanenitrile C(#N)C(C)(C)/N=N/C(C#N)(C)C